FC1(C(C1)C1=CC(=NC(=C1)SC)C1=CN(C2=CN=C(C=C21)NC(C)=O)C)F N-(3-(4-(2,2-difluorocyclopropyl)-6-(methylthio)pyridin-2-yl)-1-methyl-1H-pyrrolo[2,3-c]pyridin-5-yl)acetamide